FC(C(=O)O)(F)F.NC1=NN2C(N=CC=C2)=C1C(=O)NC(C)C=1C=C(C=2N(C1C=1C=NNC1)C(=NC2F)C)Cl 2-Amino-N-{1-[8-chloro-1-fluoro-3-methyl-5-(1H-pyrazol-4-yl)imidazo[1,5-a]pyridin-6-yl]ethyl}pyrazolo[1,5-a]pyrimidine-3-carboxamide trifluoroacetate salt